BrC1(CC=CC=C1)C1=CC=CC=C1 1-bromophenylbenzene